N6-(tert-butyloxycarbonyl)-N2-oleoyl-lysine benzyl ester C(C1=CC=CC=C1)OC([C@@H](NC(CCCCCCC\C=C/CCCCCCCC)=O)CCCCNC(=O)OC(C)(C)C)=O